4-(isoindolin-2-ylmethyl)benzo[b]thiophene 1,1-dioxide C1N(CC2=CC=CC=C12)CC1=CC=CC=2S(C=CC21)(=O)=O